4-Cyclopropyl-2-(4-fluoro-2-methylphenoxy)-N-(4-fluoro-3-(4-oxobutan-2-yl)phenyl)-5-(Trifluoromethyl)benzamide C1(CC1)C1=CC(=C(C(=O)NC2=CC(=C(C=C2)F)C(C)CC=O)C=C1C(F)(F)F)OC1=C(C=C(C=C1)F)C